[Si](C)(C)(C(C)(C)C)O[C@H]1C[C@@H](N(C1)C(=O)OCC1=CC=CC=C1)C(NC1=CC=C(C=C1)C1CC1)=O benzyl (2R,4S)-4-((tert-butyldimethylsilyl)oxy)-2-((4-cyclopropylphenyl)carbamoyl)pyrrolidine-1-carboxylate